O[C@H]1C[C@@H]2CC[C@H]3[C@@H]4CC[C@H](C(C)=O)[C@]4(CC[C@@H]3[C@]2(CC1)C)C 3α-Hydroxy-5α-pregnan-20-one